Cyclopropoxy-3-(6-fluoropyridin-3-yl)-2-(4-(4-methyl-4H-1,2,4-triazol-3-yl)piperidin-1-yl)benzonitrile C1(CC1)OC1=C(C(=C(C#N)C=C1)N1CCC(CC1)C1=NN=CN1C)C=1C=NC(=CC1)F